ClC=1C=C(C(=O)N2CC=3C(=NN4C3C(N(C[C@H]4C)[C@@H](C)C4=CC=C(C=C4)C(C)(C)O)=O)C[C@H]2C)C=CC1Cl (3R,7R)-2-(3,4-dichlorobenzoyl)-9-((S)-1-(4-(2-hydroxy-prop-2-yl)phenyl)ethyl)3,7-dimethyl-1,2,3,4,8,9-hexahydropyrido[4',3':3,4]Pyrazolo[1,5-a]Pyrazin-10(7H)-one